[Na+].C(N)([S-])=S.C(N)([S-])=S.NN.[Na+] hydrazine bis-dithiocarbamate sodium salt